COC1=NC(=CC=C1NC(=O)C=1C(=NOC1C)C1=CC=CC=C1)C1=CN=CS1 N-(2-Methoxy-6-(thiazol-5-yl)pyridin-3-yl)-5-methyl-3-phenylisoxazole-4-carboxamide